COC=1C=C2C=3C=C(C=CC3C(C2=CC1)(C)C)[SeH] 6-methoxy-9,9-dimethyl-9H-fluorene-3-selenol